C[Si](CCOCN1C=NC2=C1C=CC(=C2)N2C(NCC2)=O)(C)C 1-(1-((2-(trimethylsilyl)ethoxy)methyl)-1H-benzo[d]imidazol-5-yl)imidazolidin-2-one